indium-bismuth-copper [Cu].[Bi].[In]